4-methyl-1-[[(2S)-5-oxomorpholin-2-yl]methyl]-5-[[2-[6-(2,2,2-trifluoroethyl)quinazolin-4-yl]-2,7-diazaspiro[3.5]nonan-7-yl]methyl]indole-2-carbonitrile CC1=C2C=C(N(C2=CC=C1CN1CCC2(CN(C2)C2=NC=NC3=CC=C(C=C23)CC(F)(F)F)CC1)C[C@@H]1CNC(CO1)=O)C#N